3-mercapto-β,4-dimethylcyclohexanediethanethiol SC1CC(CCC1C)(C(CS)C)CCS